N6-threonylcarbamoyl-adenosine N[C@@H]([C@H](O)C)C(=O)NC(=O)NC=1C=2N=CN([C@H]3[C@H](O)[C@H](O)[C@@H](CO)O3)C2N=CN1